C1[C@@H](CN[C@@H]1CP(C2=CC=CC=C2)C3=CC=CC=C3)P(C4=CC=CC=C4)C5=CC=CC=C5 (2S,4S)-(-)-4-diphenylphosphino-2-(diphenylphosphinomethyl)pyrrolidine